(R)-4-(6-(4-chlorophenyl)-2-(pyridin-3-yl)pyrimidin-4-yl)piperazine-2-carboxylic acid methyl ester COC(=O)[C@@H]1NCCN(C1)C1=NC(=NC(=C1)C1=CC=C(C=C1)Cl)C=1C=NC=CC1